3-(5-((6-(4'-chloro-5,5-dimethyl-3,4,5,6-tetrahydro-[1,1'-biphenyl]-2-Carbonyl)-2,6-diazaspiro[3.3]heptan-2-yl)methyl)-1-oxoisoindolin-2-yl)piperidine-2,6-dione ClC1=CC=C(C=C1)C1=C(CCC(C1)(C)C)C(=O)N1CC2(CN(C2)CC=2C=C3CN(C(C3=CC2)=O)C2C(NC(CC2)=O)=O)C1